FC=1C(=C2C(=NC(=NN2C1)NC1CCC(CC1)(O)C)OC)C=1C=CC2=C(N(N=N2)CCCF)C1 (1r,4r)-4-((6-fluoro-5-(1-(3-fluoropropyl)-1H-benzo[d][1,2,3]triazol-6-yl)-4-methoxypyrrolo[2,1-f][1,2,4]triazin-2-yl)amino)-1-methylcyclohexan-1-ol